ClC1=C(C=CC(=C1)F)C1=CNC(C2=CC(=CC=C12)OC(C)C)=O 4-(2-chloro-4-fluorophenyl)-7-isopropoxyisoquinolin-1(2H)-one